ClC=1C=C(C(=C2C=C(N(C12)CCNC1=CC=NC=N1)C)F)F 6-[2-(7-chloro-4,5-difluoro-2-methyl-indol-1-yl)-ethylamino]-pyrimidin